FC1=CC=C2CCN(C2=C1)C(=O)N1CCC(CC1)(C(=O)OC)CC(=O)O 2-[1-(6-fluoroindoline-1-carbonyl)-4-methoxycarbonyl-4-piperidyl]acetic acid